CN1C(C2(C3=C1C=NC=1C=C(C(=CC31)C=3C=C(C(=NC3)N3CC(C3)N(C)C)NS(=O)(=O)C)C)CCC2)=O N-(5-(3',7'-Dimethyl-2'-oxo-2',3'-dihydrospiro[cyclobutane-1,1'-pyrrolo[2,3-c]quinolin]-8'-yl)-2-(3-(dimethylamino)azetidin-1-yl)pyridin-3-yl)methanesulfonamide